(S)-N-(3-(6-(((S)-3,3-difluorocyclopentyl)amino)-2-morpholinopyrimidin-4-yl)-4-methylphenyl)-3-(2,2,2-trifluoroethyl)pyrrolidine-1-carboxamide FC1(C[C@H](CC1)NC1=CC(=NC(=N1)N1CCOCC1)C=1C=C(C=CC1C)NC(=O)N1C[C@@H](CC1)CC(F)(F)F)F